BrCCCCCCC(=O)O.BrCCCCCCC(=O)OCC ethyl 7-bromoheptanoate (7-bromoheptanoate)